ClC=1C=CC(=C(C(=O)N2CCC3(C(N4[C@H](O3)CC[C@H]4C4=CC(=CC(=C4)F)F)=O)CC2)C1)F (5'S,7a'R)-1-(5-chloro-2-fluorobenzoyl)-5'-(3,5-difluorophenyl)tetrahydro-3'H-spiro[piperidine-4,2'-pyrrolo[2,1-b]oxazol]-3'-one